ClC=1C(=C(C=CC1)NC1=NC=NC2=CC(=C(C=C12)[N+](=O)[O-])C#CC12CN(CC2C1)C)F N-(3-chloro-2-fluorophenyl)-7-((3-methyl-3-azabicyclo[3.1.0]hexan-1-yl)ethynyl)-6-nitroquinazolin-4-amine